4-amino-N-(4-aminophenyl)-2-(trifluoromethyl)benzamide NC1=CC(=C(C(=O)NC2=CC=C(C=C2)N)C=C1)C(F)(F)F